(8-methoxy-2-methyl-1,7-dioxo-6-tetrahydropyran-4-yl-pyrido[3,4-d]pyridazin-4-yl) 2,4,6-triisopropylbenzenesulfonate C(C)(C)C1=C(C(=CC(=C1)C(C)C)C(C)C)S(=O)(=O)OC1=NN(C(C=2C1=CN(C(C2OC)=O)C2CCOCC2)=O)C